1-(piperidin-4-yl)-1H-pyrazol N1CCC(CC1)N1N=CC=C1